[Al+3].P([O-])([O-])=O.C(CC)CC(=O)OCC.P([O-])([O-])=O.P([O-])([O-])=O.[Al+3] ethyl (propyl acetate) phosphonate aluminum